NC1=CC=C(C2=C1CCO2)C2=C(C=1N=CN=C(C1N2C2=CC(=C(C=C2)OC2=NC=CC(=N2)C)F)N)Br 6-(4-amino-2,3-dihydro-1-benzofuran-7-yl)-7-bromo-5-{3-fluoro-4-[(4-methylpyrimidin-2-yl)oxy]phenyl}-5H-pyrrolo[3,2-d]pyrimidin-4-amine